5-ethyl-4-methyl-N-[4-[(2S)-morpholin-2-yl]phenyl]-1H-pyrazole-3-carboxamide, hemisulfuric acid salt S(O)(O)(=O)=O.C(C)C1=C(C(=NN1)C(=O)NC1=CC=C(C=C1)[C@H]1CNCCO1)C.C(C)C1=C(C(=NN1)C(=O)NC1=CC=C(C=C1)[C@H]1CNCCO1)C